tantalum-gallium [Ga].[Ta]